The molecule is a butan-4-olide having a 2-chloroethyl group at the 3-position and two methyl substituents at the 5-position. It is an organochlorine compound and a butan-4-olide. CC1(CC(C(=O)O1)CCCl)C